tert-butyl 2-bromo-6,6-dimethyl-6,7-dihydropyrazolo[1,5-a]pyrazine-5(4H)-carboxylate BrC1=NN2C(CN(C(C2)(C)C)C(=O)OC(C)(C)C)=C1